C[C@H](/C=C/C(=O)SCCNC(=O)CCNC(=O)[C@@H](C(C)(C)COP(=O)([O-])OP(=O)([O-])OC[C@@H]1[C@H]([C@H]([C@@H](O1)N2C=NC3=C(N=CN=C32)N)O)OP(=O)([O-])[O-])O)[C@H]4CC[C@@H]5[C@@]4(CC[C@H]6[C@H]5CC=C7[C@@]6(CC[C@@H](C7)O)C)C The molecule is an acyl-CoA(4-) obtained by deprotonation of the phosphate and diphosphate OH groups of 3beta-hydroxychola-5,22-dien-24-oyl-CoA; major species at pH 7.3. It is a conjugate base of a 3beta-hydroxychola-5,22-dien-24-oyl-CoA.